4-(2-trimethylsilylethyl)-1,3-dioxolane-2-one C[Si](CCC1OC(OC1)=O)(C)C